8-chloro-2-((3,4-dichlorophenyl)amino)-3-(3-methylbutanoyl)-5-nitroquinolin-4(1H)-one ClC=1C=CC(=C2C(C(=C(NC12)NC1=CC(=C(C=C1)Cl)Cl)C(CC(C)C)=O)=O)[N+](=O)[O-]